C1(CC1)C1=C(C(=C2C(=N1)CCC2)NC(=O)N=[S@@](=O)(N)C=2SC=C(C2F)C(C)(C)O)C2CC2 (S)-N'-((2,3-dicyclopropyl-6,7-dihydro-5H-cyclopenta[b]pyridin-4-yl)carbamoyl)-3-fluoro-4-(2-hydroxypropan-2-yl)thiophene-2-sulfonimidamide